ClC=1C=C2C(=NC(N3C2=C(C1C1=C(C=C(C(=C1)Cl)F)F)SC[C@H](C3)OC)=O)OC(=O)N3CCNCC3 ((S)-10-chloro-11-(5-chloro-2,4-difluorophenyl)-3-methoxy-6-oxo-3,4-dihydro-2H,6H-[1,4]thiazepino[2,3,4-ij]quinazolin-8-yl)piperazine-1-carboxylate